COC(C(CC=1C=CC=C2C(CCOC12)(C(=O)OC(C)(C)C)C)(C)C)=O tert-butyl 8-(3-methoxy-2,2-dimethyl-3-oxo-propyl)-4-methyl-chromane-4-carboxylate